OCN1C(N(C(C1O)O)CO)=O 1,3-bis(hydroxymethyl)-4,5-dihydroxyimidazolidin-2-one